benzyl 3-oxohexahydropyrrolo[3,4-b][1,4]oxazine-6(2H)-carboxylate O=C1NC2C(OC1)CN(C2)C(=O)OCC2=CC=CC=C2